NC(C(C(CC1=CC=CC=C1)NC(=O)C1C2=CC=CC=C2OC=2C=CC=CC12)=O)=O N-(4-amino-3,4-dioxo-1-phenylbutan-2-yl)-9H-xanthene-9-carboxamide